P(=O)(OC1=C(C=CC=C1)CCCCCCCCC)([O-])[O-] mono(nonylphenyl) phosphate